C(C)(C)(C)OC(=O)NC1CCC(CC1)(F)CN1CCN(CC1)C(=O)OCC1=CC=CC=C1 benzyl 4-[[4-(tert-butoxycarbonylamino)-1-fluoro-cyclohexyl]methyl]piperazine-1-carboxylate